COC1CN(C1)C[C@@H](CN1N=CC(=C1)C=1N=C(C=2N(C1)N=CC2)C=2C=NN(C2)C(CC)CC)O (S)-1-(3-methoxyazetidin-1-yl)-3-(4-(4-(1-(pentan-3-yl)-1H-pyrazol-4-yl)pyrazolo[1,5-a]pyrazin-6-yl)-1H-pyrazol-1-yl)propan-2-ol